FC(C1=NC(=NO1)C=1C=C2CC[C@H](C2=CC1)NC(=O)C=1OC(=CN1)C)F (R)-N-(5-(5-(difluoromethyl)-1,2,4-oxadiazol-3-yl)-2,3-dihydro-1H-inden-1-yl)-5-methyloxazole-2-carboxamide